C\C(=C/CCC(=O)O)\CCC=C(C)C.C(C)(=O)OC\C=C(/C)\CCC=C(C)C geranyl acetate (E)-3,7-dimethyloct-2,6-dien-1-yl-acetate